C(N)(OCC(N(CCCCCCCCC)CCCCCCCCC)C(C)(C)C)=O (tert-butyl 2-(dinonylamino) ethyl) carbamate